methyl 3-amino-5-fluorobenzo[b]thiophene-2-carboxylate NC=1C2=C(SC1C(=O)OC)C=CC(=C2)F